(RS)-1,2-Dihydroxypropan OC[C@@H](C)O |r|